FC1=C(C(=C(C(=C1F)F)F)F)[B-](C1=C(C(=C(C(=C1F)F)F)F)F)(C1=C(C(=C(C(=C1F)F)F)F)F)C1=C(C(=C(C(=C1F)F)F)F)F.C[NH+](C1=CC=CC=C1)CCCCCCCCCCCC N-methyl-N-dodecylanilinium [tetrakis(perfluorophenyl)borate]